2-(4-methyl-4H-1,2,4-triazol-3-yl)ethan-1-ol CN1C(=NN=C1)CCO